O1CCN(CC1)C1=NC=NC=N1 6-morpholino-s-triazine